COC=1C=C(C=C(C1OC)OC)C1=NC(=CC2=C1NC1=CC=CC=C21)C(=O)O 1-(3,4,5-trimethoxyphenyl)-9H-pyrido[3,4-b]indole-3-carboxylic acid